C(C)(C)(C)C=1C(=C(C=C(C1)C(C)(C)C)N1N=C2C(=N1)C=CC(=C2)Cl)O 2-(3,5-di-tert-butyl-2-hydroxyphenyl)-5-chlorobenzotriazol